4-[4-(2-aminoethyl)phenyl]-3-[[5-(methoxymethyl)imidazol-1-yl]methyl]benzonitrile NCCC1=CC=C(C=C1)C1=C(C=C(C#N)C=C1)CN1C=NC=C1COC